N1=NC=CC2=C1N=CO2 oxazolo[4,5-c]pyridazine